CN(CC#CC1=CC(=C(OCCCC2=C(N=C(S2)NCCCC(=O)OCC)C(=O)OC)C=C1)F)C methyl 5-[3-[4-[3-(dimethylamino)prop-1-ynyl]-2-fluoro-phenoxy]propyl]-2-[(4-ethoxy-4-oxo-butyl)amino]thiazole-4-carboxylate